2-((4-fluoro-2-methylphenyl)-amino)-N-(2-methoxy-4-methylpyrimidin-5-yl)-4-(trifluoromethyl)-benzamide FC1=CC(=C(C=C1)NC1=C(C(=O)NC=2C(=NC(=NC2)OC)C)C=CC(=C1)C(F)(F)F)C